C12NCC(C(C1)C(=O)O)C2 2-azabicyclo[2.2.1]heptane-5-carboxylic acid